(S)-N-(5-((5-oxaspiro(3.4)oct-7-yl)methoxy)-1,3,4-thiadiazol-2-yl)-2'-chloro-5'-methoxy-6-methyl-(4,4'-bipyridine)-3-carboxamide C1CCC12OC[C@H](C2)COC2=NN=C(S2)NC(=O)C=2C=NC(=CC2C2=CC(=NC=C2OC)Cl)C